(R*)-5-Methyl-4-(trifluoromethyl)-6-((2-(4-(5-(trifluoromethyl)pyrimidin-2-yl)piperazine-1-carbonyl)morpholino)methyl)pyridazin-3(2H)-one CC1=C(C(NN=C1CN1C[C@@H](OCC1)C(=O)N1CCN(CC1)C1=NC=C(C=N1)C(F)(F)F)=O)C(F)(F)F |o1:10|